tert-Butyl 2-(11-chloro-7-isopropyl-2-oxo-7,8-dihydro-2H-[3]benzoxocino[5,6-c]pyridin-3(5H)-yl)-3-[(2R)-1,4-dioxan-2-yl]propanoate ClC=1C=CC2=C(C1)C=1C(=CN(C(C1)=O)C(C(=O)OC(C)(C)C)C[C@H]1OCCOC1)COC(C2)C(C)C